benzyl beta-D-Glucopyranoside (Benzyl beta-D-Glucopyranoside) C(C1=CC=CC=C1)[C@]1(O)[C@H](O)[C@@H](O)[C@H](O)[C@H](O1)CO.O([C@H]1[C@H](O)[C@@H](O)[C@H](O)[C@H](O1)CO)CC1=CC=CC=C1